2,2-dimethyl-7-nitro-9-(4-methylphenyl)-1,2,3,9-tetrahydro-4H-carbazole CC1(CC=2N(C3=CC(=CC=C3C2CC1)[N+](=O)[O-])C1=CC=C(C=C1)C)C